N-(1'-(2-(1,1-difluoroethyl)-6-(4,5-dihydrofuran-3-yl)pyrimidin-4-yl)-1',2'-dihydrospiro[cyclopropane-1,3'-pyrrolo[3,2-c]pyridin]-6'-yl)acetamide FC(C)(F)C1=NC(=CC(=N1)N1CC2(C=3C=NC(=CC31)NC(C)=O)CC2)C2=COCC2